O[C@H](C(=O)OC[C@H](C)O)C (S)-2-hydroxypropyl (S)-2-hydroxypropionate